C(C(C)C)(=O)NC1=CC=C(C(=O)N)C=C1 4-(isobutanamido)benzamide